(S)-N-(2-(3,4-dimethylpiperazin-1-yl)-4-fluoro-5-(2-morpholinopyrimidin-4-yl)phenyl)-4-(trifluoromethyl)-6-(2-(trimethylsilyl)ethoxy)nicotinamide C[C@H]1CN(CCN1C)C1=C(C=C(C(=C1)F)C1=NC(=NC=C1)N1CCOCC1)NC(C1=CN=C(C=C1C(F)(F)F)OCC[Si](C)(C)C)=O